N-(2,3-dihydro-2-oxo-1H-benzimidazol-5-yl)-3-hydroxy-4-((2-methoxy-5-((phenylamino)carbonyl)phenyl)azo)naphthalene-2-carboxamide O=C1NC2=C(N1)C=CC(=C2)NC(=O)C2=CC1=CC=CC=C1C(=C2O)N=NC2=C(C=CC(=C2)C(=O)NC2=CC=CC=C2)OC